3-[3-[[Ethyl(methyl)sulfamoyl]amino]-2,6-difluoro-benzoyl]-5-[2-(4-piperidyl)ethynyl]-1H-pyrrolo[2,3-b]pyridine C(C)N(S(=O)(=O)NC=1C(=C(C(=O)C2=CNC3=NC=C(C=C32)C#CC3CCNCC3)C(=CC1)F)F)C